C(C)SC=1C=C(C=NC1C1=NC=2C(=NC=C(C2)C(F)(F)F)N1C)OC(C#N)(C)C 2-[[5-Ethylsulfanyl-6-[3-methyl-6-(trifluoromethyl)imidazo[4,5-b]pyridin-2-yl]-3-pyridyl]oxy]-2-methyl-propanenitrile